(2R,3R,4R,5S)-6-{[(2S,3R,4R,5R)-2,3,4,5,6-Pentahydroxyhexyl][(3S)-pyrrolidin-3-yl]amino}hexane-1,2,3,4,5-pentaol dihydrochloride Cl.Cl.O[C@@H](CN(C[C@@H]([C@H]([C@@H]([C@@H](CO)O)O)O)O)[C@@H]1CNCC1)[C@H]([C@@H]([C@@H](CO)O)O)O